4-Hydroxy-2,3-dimethyl-benzaldehyde OC1=C(C(=C(C=O)C=C1)C)C